N,1-dimethyl-7-(trifluoromethyl)isochroman-4-amine CNC1COC(C2=CC(=CC=C12)C(F)(F)F)C